tert-butyl (1-((4,4-difluorocyclohexyl)amino)-5,5,5-trifluoro-1-oxopentan-2-yl)carbamate FC1(CCC(CC1)NC(C(CCC(F)(F)F)NC(OC(C)(C)C)=O)=O)F